(R)-4-(hydroxymethyl)-2-(2-hydroxypropan-2-yl)-N'-((3-oxo-1,2,3,5,6,7-hexahydro-s-indacen-4-yl)carbamoyl)thiazole-5-sulfonimidamide OCC=1N=C(SC1[S@@](=O)(N)=NC(NC1=C2C(CCC2=CC=2CCCC12)=O)=O)C(C)(C)O